ClC=1C=C2C(=CN1)N(C=C2)C(=O)OC(C)(C)C tert-butyl 5-chloropyrrolo[2,3-c]pyridine-1-carboxylate